ClC1=CC(=C(C=C1)C1=NC(=C(C2=C1N=C(N(C2=O)C)C)F)N2C[C@H](OC1(CC1)C2)C=2C=NN(C2)C)F (R)-8-(4-chloro-2-fluorophenyl)-5-fluoro-2,3-dimethyl-6-(5-(1-methyl-1H-pyrazol-4-yl)-4-oxa-7-azaspiro[2.5]octan-7-yl)pyrido[3,4-d]pyrimidin-4(3H)-one